BrC=1C=C(C=CC1F)NC(=NO)C1=NON=C1NCCN1N=NC(=C1)CCCO N-(3-bromo-4-fluorophenyl)-N'-hydroxy-4-((2-(4-(3-hydroxypropyl)-1H-1,2,3-triazol-1-yl)ethyl)amino)-1,2,5-oxadiazole-3-formamidine